O=C1NC(CCC1N1C(C2=CC=C(C=C2C1=O)OC1CC2(CN(C2)CCCCOCCCCOC2=NC=C(C=C2)C=2C=CC=3C4=C(N(C3C2)C)C=CN=C4)C1)=O)=O 2-(2,6-dioxopiperidin-3-yl)-5-((2-(4-(4-((5-(5-methyl-5H-pyrido[4,3-b]indol-7-yl)pyridin-2-yl)oxy)butoxy)butyl)-2-azaspiro[3.3]heptan-6-yl)oxy)isoindoline-1,3-dione